ClC1=C(C(=CC=C1Cl)OC)[C@H]1C[C@@H]2N(C(CN(CC2)C(COC)=O)=O)C1 (8R,9aS)-8-(2,3-dichloro-6-methoxyphenyl)-3-(2-methoxyacetyl)-hexahydro-1H-pyrrolo[1,2-d][1,4]diazepin-5-one